1-Decanaminium C(CCCCCCCCC)[NH3+]